(2-(naphthalenesulfonyloxy)ethyl)(trifluoromethanesulfonyl)amide C1(=CC=CC2=CC=CC=C12)S(=O)(=O)OCC[N-]S(=O)(=O)C(F)(F)F